OC(C)(C)C=1SC(=CN1)[S@@](=O)(N)=NC(NC1=C2C(=NC(=C1C(C)C)C1=CC=CC=C1)CCC2)=O |o1:9| (R) or (S)-2-(2-hydroxypropan-2-yl)-N'-((3-isopropyl-2-phenyl-6,7-dihydro-5H-cyclopenta[b]pyridin-4-yl)carbamoyl)thiazole-5-sulfonimidamide